C(C)SC=1C(=NN(C1NC)C)C=1N=C2N(C=NC(=C2)C(F)(F)F)C1 4-(ethylsulfanyl)-N,1-dimethyl-3-(7-(trifluoromethyl)imidazo[1,2-c]pyrimidin-2-yl)-1H-pyrazol-5-amine